NC=1NC2=CC(=C(C=C2C1C#N)OC)OC 2-amino-5,6-dimethoxy-1H-indole-3-carbonitrile